BrC1=CC=C(C=C1)C(C1C(CCCC1)=O)NC1=CC=C(C=C1)CC 2-((4-bromophenyl)((4-ethylphenyl)amino)methyl)cyclohexane-1-one